C(#N)C1=C(C=CC2=C1C(=C(O2)C)C(=O)NC2(CCOCC2)CO)OCC2=C(N=CS2)C 4-Cyano-N-(4-(Hydroxymethyl)Tetrahydro-2H-Pyran-4-Yl)-2-Methyl-5-((4-Methylthiazol-5-Yl)-Methoxy)Benzofuran-3-Carboxamide